(E)-1-(4-(methylsulfonyl)phenyl)-3-(p-tolylamino)prop-2-en-1-one CS(=O)(=O)C1=CC=C(C=C1)C(\C=C\NC1=CC=C(C=C1)C)=O